N-(2-cyclopropyl-3,4,5-trimethyl-4,5-dihydro-3H-imidazo[4,5-c][1,7]naphthyridin-6-yl)cyclopropanecarboxamide C1(CC1)C1=NC2=C(C(N(C=3C(=NC=CC23)NC(=O)C2CC2)C)C)N1C